1-(diphenylphosphinyl)ferrocene C1(=CC=CC=C1)P(=O)([C-]1C=CC=C1)C1=CC=CC=C1.[CH-]1C=CC=C1.[Fe+2]